FC=1C=C(C=CC1C=1N=NN(N1)CC1OCCCC1)S(=O)(=O)NCCO 3-fluoro-N-(2-hydroxyethyl)-4-(2-((tetrahydro-2H-pyran-2-yl)methyl)-2H-tetrazol-5-yl)benzenesulfonamide